C(C)OC1=C(C(=C(C(=C1CC)CCCCCC)CC)CC)OCCCCCC bis-ethylhexyl-diethylhexyloxyphenol